5-chloro-N-(4-chloro-1H-indol-6-yl)-1-phenethyl-1H-benzo[d]imidazol-2-amine ClC1=CC2=C(N(C(=N2)NC2=CC(=C3C=CNC3=C2)Cl)CCC2=CC=CC=C2)C=C1